Tert-butyl N-[(2-chloro-4-isopropylphenyl)methyl]carbamate ClC1=C(C=CC(=C1)C(C)C)CNC(OC(C)(C)C)=O